C(C)(C)OC(CCC1=C(C=CC=C1)OCC[C@H](C#C)O)=O (R)-3-(2-((3-hydroxypent-4-yn-1-yl)oxy)phenyl)propanoic acid isopropyl ester